C(C(C)C)NC=1N(C=CN1)CCCCCCCC N-isobutyl-1-octyl-1H-imidazol-2-amine